2-bromo-4-methyl-6,7-dihydro-5H-pyrazolo[1,5-a]pyridin-4-ol BrC1=NN2C(C(CCC2)(O)C)=C1